FC1(CC(C1)N1CCC(CC1)NC1=NN2C(C(=N1)NC)=C(C=C2)C2=CC=C1C(=N2)N(C(=N1)C)CC(F)F)F N2-(1-(3,3-Difluorocyclobutyl)piperidin-4-yl)-5-(3-(2,2-difluoroethyl)-2-methyl-3H-imidazo[4,5-b]pyridin-5-yl)-N4-methylpyrrolo[2,1-f][1,2,4]triazine-2,4-diamine